3-hydroxysebacic acid OC(CC(=O)O)CCCCCCC(=O)O